C(C)(=O)N1[C@H](CCC1)C(=O)O N-acetyl-d-proline